FCCOC1=NC=NC(=C1)C=1OC2=NC=C(C=C2N1)OCC1=NC=C(C=C1)OC 4-(2-fluoroethoxy)-6-{6-[(5-methoxypyridin-2-yl)methoxy]-[1,3]oxazolo[5,4-b]pyridin-2-yl}pyrimidine